N1-(2-(3,5-Dimethyl-1H-pyrazol-1-yl)-6-methylpyrimidin-4-yl)cyclohexane-1,4-diamine CC1=NN(C(=C1)C)C1=NC(=CC(=N1)NC1CCC(CC1)N)C